BrC1=C(NC(C2=CC=CC=C12)=O)C1=CC(=CC(=C1)C)C 4-bromo-3-(3,5-dimethylphenyl)isoquinolin-1(2H)-one